(R)-1-((5-methyl-1H-indazol-7-yl)sulfonyl)-N-(1-methyl-2-oxo-1,2-dihydropyridin-4-yl)piperidine-3-carboxamide CC=1C=C2C=NNC2=C(C1)S(=O)(=O)N1C[C@@H](CCC1)C(=O)NC1=CC(N(C=C1)C)=O